(N-[4-Amino-5-[3-(6-methoxy-3-pyridyl)isoxazol-5-carbonyl]thiazol-2-yl]-4-fluoroanilino)propanamid NC=1N=C(SC1C(=O)C1=CC(=NO1)C=1C=NC(=CC1)OC)N(C1=CC=C(C=C1)F)C(C(=O)N)C